3-[[5-(2,3-dichlorophenyl)-1H-tetrazol-1-yl]methyl]-pyridine, monohydrochloride Cl.ClC1=C(C=CC=C1Cl)C1=NN=NN1CC=1C=NC=CC1